ClC1=C(C=C(C(=C1)NC=1C(=NC(=CC1)OCC1=CC=CC=C1)OCC1=CC=CC=C1)Cl)N1CCC(CC1)(O)CC(=O)OC(C)(C)C tert-butyl 2-[1-[2,5-dichloro-4-[(2,6-dibenzyloxy-3-pyridyl)amino]phenyl]-4-hydroxy-4-piperidyl]acetate